3-(2-{5-[(R)-(1,3-Dimethyl-azetidin-3-yl)-hydroxy-(4-isopropyl-phenyl)-methyl]-pyridin-3-yl}-ethyl)-3-hydroxy-pyrrolidine-1-carboxylic acid tert-butyl ester C(C)(C)(C)OC(=O)N1CC(CC1)(O)CCC=1C=NC=C(C1)[C@](C1=CC=C(C=C1)C(C)C)(O)C1(CN(C1)C)C